FCC1(CC=CC=C1)S=N 1-fluoromethylphenyl-sulfimide